tert-butyl (2S)-2-(cyanomethyl)-4-(7-hydroxy-2'-(((S)-pyrrolidin-2-yl)methoxy)-3,4,5',8'-tetrahydro-2H,6'H-spiro[naphthalene-1,7'-quinazolin]-4'-yl)piperazine-1-carboxylate C(#N)C[C@@H]1N(CCN(C1)C1=NC(=NC=2CC3(CCC12)CCCC1=CC=C(C=C13)O)OC[C@H]1NCCC1)C(=O)OC(C)(C)C